3-(4-((14-azido-3,6,9,12-tetraoxatetradecyl)thio)-1-oxoisoindolin-2-yl)piperidine-2,6-dione N(=[N+]=[N-])CCOCCOCCOCCOCCSC1=C2CN(C(C2=CC=C1)=O)C1C(NC(CC1)=O)=O